6-(1-(5-bromo-7-((2-methyl-1H-imidazol-1-yl)methyl)-1-oxo-3,4-dihydroisoquinolin-2(1H)-yl)ethyl)-4-ethoxy-nicotinonitrile BrC1=C2CCN(C(C2=CC(=C1)CN1C(=NC=C1)C)=O)C(C)C1=NC=C(C#N)C(=C1)OCC